6-(3-Aminophenyl)-2-(4-phenoxyphenyl)-4,5,6,7-tetrahydropyrazolo[1,5-a]pyrimidine-3-carboxamide NC=1C=C(C=CC1)C1CNC=2N(C1)N=C(C2C(=O)N)C2=CC=C(C=C2)OC2=CC=CC=C2